OC1=C(C(=O)NCCCCCCCC(=O)O)C=CC=C1 8-(2-hydroxybenzoylamino)octanoic acid